NC=1C=C2C(=NN(C2=C(C1C(=O)C1=C(C=CC(=C1)F)Cl)Br)C)I (5-amino-7-bromo-3-iodo-1-methyl-1H-indazol-6-yl)(2-chloro-5-fluorophenyl)methanone